1-((1-((6-bromohexyl)oxy)octyl)oxy)-1,1,3,3-tetramethyl-3-octyldisiloxane BrCCCCCCOC(CCCCCCC)O[Si](O[Si](CCCCCCCC)(C)C)(C)C